2-((1x-s,6x-r)-6-(4-(trifluoromethyl)phenyl)-3-azabicyclo[4.1.0]heptane-3-carbonyl)-7-oxa-5-azaspiro[3.4]octane-6-one FC(C1=CC=C(C=C1)C12CCN(CC2C1)C(=O)C1CC2(C1)NC(OC2)=O)(F)F